N'-acetyl-4-amino-N-(2-fluoro-4-(1-(trifluoromethyl)-1H-pyrazol-4-yl)benzyl)-N',3-dimethylimidazo[1,5-a]quinoxaline-8-carbohydrazide C(C)(=O)N(N(C(=O)C1=CC=C2N=C(C=3N(C2=C1)C=NC3C)N)CC3=C(C=C(C=C3)C=3C=NN(C3)C(F)(F)F)F)C